C1(CC1)C1=C(C=C(C=C1O)\C=C\C1=CSC=C1)O (E)-2-cyclopropyl-5-(2-(thiophene-3-yl)vinyl)benzene-1,3-diol